N-(3-(1H-imidazol-2-yl)phenyl)-6-(cyclopropanecarboxamido)pyrazolo[1,5-a]pyrimidine-3-carboxamide N1C(=NC=C1)C=1C=C(C=CC1)NC(=O)C=1C=NN2C1N=CC(=C2)NC(=O)C2CC2